ClC1=CC(=C(C=C1)C1=CC=2OCCN(C2N=N1)C1C[C@H]2CC[C@@H](C1)N2C(=O)OC(C)(C)C)OCOC tert-butyl (1R,3s,5S)-3-(3-(4-chloro-2-(methoxymethoxy)phenyl)-6,7-dihydro-8H-pyridazino[4,3-b][1,4]oxazin-8-yl)-8-azabicyclo[3.2.1]octane-8-carboxylate